ClC=1C=C2C(NC(N3C2=C(C1C1=C(C=C(C=C1)F)F)SCC3)=O)=O 9-chloro-10-(2,4-difluorophenyl)-2,3-dihydro-5H-[1,4]thiazino[2,3,4-ij]quinazoline-5,7(6H)-dione